methyl (3-((1-(6-((ethoxycarbonyl)amino)spiro[3.3]heptan-2-yl)-3-methyl-2-oxo-2,3-dihydro-1H-imidazo[4,5-c]pyridin-6-yl)amino)-5-(1-methyl-1H-pyrazol-4-yl)phenyl)carbamate C(C)OC(=O)NC1CC2(CC(C2)N2C(N(C=3C=NC(=CC32)NC=3C=C(C=C(C3)C=3C=NN(C3)C)NC(OC)=O)C)=O)C1